tert-butyl (Z)-(2-(((cyanoimino)(methylthio)methyl)amino)pyridin-4-yl)((6-cyclopropylimidazo[1,2-a]pyridin-2-yl)methyl)carbamate C(#N)\N=C(/SC)\NC1=NC=CC(=C1)N(C(OC(C)(C)C)=O)CC=1N=C2N(C=C(C=C2)C2CC2)C1